(E)-benzylidenehydrazine C(/C1=CC=CC=C1)=N\N